FC(C1=CC(=NN1C)C1=NC(=NO1)C1(CC1)C=1C=NC=CC1)F 5-(5-(difluoromethyl)-1-methyl-1H-pyrazol-3-yl)-3-(1-(pyridin-3-yl)cyclopropyl)-1,2,4-oxadiazole